N1(CCOCC1)C1=NN2C(C(=N1)NCC=1NC(=CN1)C=1C=NC(=CC1)C(F)(F)F)=NC=C2C(F)(F)F 2-(morpholin-4-yl)-7-(trifluoromethyl)-N-({5-[6-(trifluoromethyl)pyridin-3-yl]-1H-imidazol-2-yl}methyl)imidazo[2,1-f][1,2,4]triazin-4-amine